morpholyl acrylate C=CC(=O)ON1CCOCC1